3-acetylsulfanylisobutyrylglycine C(C)(=O)SCC(C(=O)NCC(=O)O)C